6-{4-[(1-{[4-(propan-2-yl)phenyl]carbamoyl}-D-prolyl)amino]phenyl}pyridine-3-carboxylic acid CC(C)C1=CC=C(C=C1)NC(=O)N1[C@H](CCC1)C(=O)NC1=CC=C(C=C1)C1=CC=C(C=N1)C(=O)O